[P]=[Se] monoselenophosphate